N-(1-(5-(6-(3-Amino-3-methylbut-1-yn-1-yl)-3-cyanopyrazolo[1,5-a]pyridin-4-yl)pyridin-2-yl)-4-methylpiperidin-4-yl)-3-chloromethylpyridineamide NC(C#CC=1C=C(C=2N(C1)N=CC2C#N)C=2C=CC(=NC2)N2CCC(CC2)(C)NC(=O)C2=NC=CC=C2CCl)(C)C